tert-butyl 4-(5-methyl-1-tetrahydropyran-4-yl-pyrazol-3-yl)piperazine-1-carboxylate CC1=CC(=NN1C1CCOCC1)N1CCN(CC1)C(=O)OC(C)(C)C